2-amino-N-((6-chloro-5-cyano-2-pyridinyl)methyl)-3-iodo-N-((1R)-1-(2-pyrimidinyl)ethyl)-6-quinolinecarboxamide NC1=NC2=CC=C(C=C2C=C1I)C(=O)N([C@H](C)C1=NC=CC=N1)CC1=NC(=C(C=C1)C#N)Cl